tert-Butyl N-(4-chloro-7-methyl-thieno[3,2-c]pyridin-2-yl)carbamate ClC1=NC=C(C2=C1C=C(S2)NC(OC(C)(C)C)=O)C